C(C)(C)(C)OC(=O)N1CC(C1)(F)CBr.FC=1C(=C(C(=O)N(C(C)C)C(C)C)C=C(C1C)CC1=CC=C(C=C1)N1N=CC=C1)C=O 3-Fluoro-2-formyl-4-methyl-N,N-bis(propan-2-yl)-5-[4-(1H-pyrazol-1-yl)benzyl]benzamide tert-butyl-3-(bromomethyl)-3-fluoroazetidine-1-carboxylate